C(P([O-])(=O)C)P([O-])(=O)C.[Mg+2] magnesium methylenebis(methylphosphinate)